N,N-dimethylformamide di-tert-butylacetal C(C)(C)(C)OC(N(C)C)OC(C)(C)C